(R)-5-((((6-(2-chloro-3-(3-chloro-2-(3-fluoro-4-((isopropylamino)methyl)-5-methoxyphenyl)pyridin-4-yl)phenyl)-2-methoxypyridin-3-yl)methyl)amino)methyl)pyrrolidin-2-one ClC1=C(C=CC=C1C1=C(C(=NC=C1)C1=CC(=C(C(=C1)OC)CNC(C)C)F)Cl)C1=CC=C(C(=N1)OC)CNC[C@H]1CCC(N1)=O